N1(CCC1)C(CN1C(N(C2=NC=C(C=C21)C2=CC(=C(C=C2)Cl)OC(F)F)C)=O)=O 1-[2-(azetidin-1-yl)-2-oxo-ethyl]-6-[4-chloro-3-(difluoromethoxy)phenyl]-3-methyl-imidazo[4,5-b]pyridin-2-one